2-chloro-5-(3-cyclopropyl-2-fluorophenoxy)-N-[2-(3,4-dimethylphenyl)-2,2-difluoroethyl]-3-methylpyridine-4-carboxamide ClC1=NC=C(C(=C1C)C(=O)NCC(F)(F)C1=CC(=C(C=C1)C)C)OC1=C(C(=CC=C1)C1CC1)F